Sodium tert-pentoxide CCC(C)(C)[O-].[Na+]